3,3-dimethyl-1-(7-methylpyrazolo[1,5-a]pyridin-3-yl)isoquinoline CC1(NC(=C2C=CC=CC2=C1)C=1C=NN2C1C=CC=C2C)C